trans-N-(4-(1-Cyclopropyl-1H-pyrazol-4-yl)pyridin-2-yl)-4-(2-hydroxyacetamido)-N-((trans-4-(4-methoxy-3-methylphenyl)cyclohexyl)methyl)cyclohexanecarboxamide C1(CC1)N1N=CC(=C1)C1=CC(=NC=C1)N(C(=O)[C@@H]1CC[C@H](CC1)NC(CO)=O)C[C@@H]1CC[C@H](CC1)C1=CC(=C(C=C1)OC)C